D-2-amino-5-(3-hydroxypropyl)-1,3-thiazole-4-carboxylic acid ethyl ester C(C)OC(=O)C=1N=C(SC1CCCO)N